C(CCC)C1=NC=2C(=C(N=NC2N)C=C(C)C)N1CC1=CC=C(C=C1)OC 2-butyl-1-(4-methoxybenzyl)-7-(2-methylprop-1-en-1-yl)-1H-imidazo[4,5-d]pyridazin-4-amine